N-phenyl-N-[1-(2-phenylethyl)piperidin-4-yl]cyclopentanecarboxamide C1(=CC=CC=C1)N(C(=O)C1CCCC1)C1CCN(CC1)CCC1=CC=CC=C1